C(CCN)CCO[C@@H]1[C@@H]([C@H]([C@@H]([C@H](O1)CO)O)O)O[C@@H]2[C@@H]([C@H]([C@@H]([C@H](O2)CO)O[C@H]3[C@@H]([C@H]([C@@H]([C@H](O3)CO)O)O)O)O)O The molecule is a trisaccharide derivative consisting of an alpha-D-glucosyl residue glycosidically linked to a 5-aminopentyl group and which carries at O-2 a beta-D-glucosyl-(1->4)-alpha-D-glucosyl disaccharide unit. It is a trisaccharide derivative and a glycoside.